ClC=1C(=C(C=CC1)NC1=C(NC2=C1C(NC[C@@H]2CCN(C)C)=O)C2=C(C=NC=C2)F)OC (7S)-3-[(3-chloro-2-methoxyphenyl)amino]-7-[2-(dimethylamino)ethyl]-2-(3-fluoropyridin-4-yl)-1H,5H,6H,7H-pyrrolo[3,2-c]pyridin-4-one